(2S,4R)-N-[2-amino-1-methyl-2-oxo-1-(pyrazol-1-ylmethyl)ethyl]-1-[(2S)-2-(4-cyclopropyltriazol-1-yl)-3,3-dimethyl-butanoyl]-4-hydroxy-pyrrolidine-2-carboxamide NC(C(CN1N=CC=C1)(C)NC(=O)[C@H]1N(C[C@@H](C1)O)C([C@H](C(C)(C)C)N1N=NC(=C1)C1CC1)=O)=O